NC1=NC=2C=CC(=CC2C2=C1C=NN2C)C(=O)N(CC2=NC=C(C=C2)C(F)(F)F)N2C(O[C@H](C2)C)=O 4-amino-1-methyl-N-[(5S)-5-methyl-2-oxo-oxazolidin-3-yl]-N-[[5-(trifluoromethyl)-2-pyridyl]methyl]pyrazolo[4,3-c]quinoline-8-carboxamide